Cl\C=C/C(=O)N(C1CC1)[C@H](C(=O)NC)C1=CC(=CC(=C1)C1=NC=CC=N1)Cl (S,Z)-3-chloro-N-(1-(3-chloro-5-(pyrimidin-2-yl)phenyl)-2-(methylamino)-2-oxoethyl)-N-cyclopropylacrylamide